(3,4-dimethoxyphenyl)methanone COC=1C=C(C=CC1OC)C=O